CC1(OC2=CC=C3C(=C2CC1)OCC(C3)C3=C(C=C(C=C3)CCC)O)C 2-(8,8-dimethyl-2,3,4,8,9,10-hexahydropyrano[2,3-f]chromen-3-yl)-5-propylphenol